benzofuran-2-one O1C(CC2=C1C=CC=C2)=O